tetramethyl-2-(2,4,5-trifluoro-3-methoxyphenyl)-1,3,2-dioxaborolan CC1(C(OB(O1)C1=C(C(=C(C(=C1)F)F)OC)F)(C)C)C